2-((tert-butoxycarbonyl)(methyl)amino)propanoic acid C(C)(C)(C)OC(=O)N(C(C(=O)O)C)C